1-((3-(4-(1H-pyrazol-4-yl)phenyl)-3-azabicyclo[3.1.0]hexane-6-yl)methyl)pyrrolidin-2-one N1N=CC(=C1)C1=CC=C(C=C1)N1CC2C(C2C1)CN1C(CCC1)=O